4-hydroxy-6-(methylamino)pyrazolo[1,5-a]pyridine-3-carbonitrile OC=1C=2N(C=C(C1)NC)N=CC2C#N